6-(3-Isopropyl-5-(1-isopropylazetidin-3-yl)-1H-indol-2-yl)-7,8-dimethyl-[1,2,4]triazolo[4,3-a]pyridin C(C)(C)C1=C(NC2=CC=C(C=C12)C1CN(C1)C(C)C)C=1C(=C(C=2N(C1)C=NN2)C)C